CC1=CC=C(C=C1)C1CO1 2-(4-methylphenyl) ethylene oxide